4-{[(2S*,4R*)-2-methyl-1-propionyl-1,2,3,4-tetrahydroquinolin-4-yl]amino}benzamide C[C@@H]1N(C2=CC=CC=C2[C@@H](C1)NC1=CC=C(C(=O)N)C=C1)C(CC)=O |o1:1,9|